3-[7-[4-[3-[4-(3-bromo-2-methyl-phenoxy)cyclohexyl]-2,2-difluoro-propyl]piperazin-1-yl]-1-methyl-indazol-3-yl]piperidine-2,6-dione BrC=1C(=C(OC2CCC(CC2)CC(CN2CCN(CC2)C=2C=CC=C3C(=NN(C23)C)C2C(NC(CC2)=O)=O)(F)F)C=CC1)C